2,6-bis(bromomethyl)pyridine-4-carboxamide BrCC1=NC(=CC(=C1)C(=O)N)CBr